9,12,15,18,21-Tetracosapentaenoic acid C(CCCCCCCC=CCC=CCC=CCC=CCC=CCC)(=O)O